C(C1=CC=CC=C1)OC1=CC(=C(C(=O)OC)C=C1)OC methyl 4-benzyloxy-2-methoxy-benzoate